CN1CCC(=CC1)C1=C(C=C(C=C1)[N+](=O)[O-])OCCC 1-methyl-4-(4-nitro-2-propoxyphenyl)-1,2,3,6-tetrahydropyridine